bismuth lead telluride [Pb]=[Te].[Bi]